C1(CCCCC1)C1=CC=C(CN(C(=O)[C@@H]2N(CC2)S(=O)(=O)C2=C(C(=C(C(=C2F)F)F)F)F)C2=CC=C3C=NNC3=C2F)C=C1 (R)-N-(4-cyclohexylbenzyl)-N-(7-fluoro-1H-indazol-6-yl)-1-((perfluorophenyl)sulfonyl)azetidine-2-carboxamide